6-(((5'S,7a'R)-3'-oxo-5'-(pyrazin-2-yl)tetrahydro-3'H-spiro[cyclobutane-1,2'-pyrrolo[2,1-b]oxazol]-3-yl)oxy)pyrimidine-4-carbonitrile O=C1N2[C@H](OC13CC(C3)OC3=CC(=NC=N3)C#N)CC[C@H]2C2=NC=CN=C2